BrC=1C=C(C(=C(COCCCOC2OCCCC2)C1)I)F 2-(3-((5-bromo-3-fluoro-2-iodobenzyl)oxy)propoxy)tetrahydro-2H-pyran